[C@H]12N(C[C@H](NC1)C2)C=2C(=NC(=CC2)C)C(=O)NC ((1R,4R)-2,5-diazabicyclo[2.2.1]hept-2-yl)-N,6-dimethylpyridineamide